N-(2,4-dichlorobenzyl)-5-fluoro-8-methylene-5,6,7,8-tetrahydroquinoline-5-carboxamide ClC1=C(CNC(=O)C2(C=3C=CC=NC3C(CC2)=C)F)C=CC(=C1)Cl